C(C)C1=NOC2=C1C(C=1C=CC=CC1C2=O)=O 3-ethylnaphtho[2,3-d]isoxazole-4,9-dione